N1(CCN(CC1)CCS(=O)(=O)O)CCS(=O)(=O)O 4-piperazinediethanesulfonic acid